5-carbamyl-phthalic acid hydrazide C(N)(=O)C1=CC=C(C(C(=O)NN)=C1)C(=O)O